CN1CCC(CC1)(C(=O)OC(CCCOC(CCCCC(CCCCCCCCC(=O)[O-])CCCCCCCCC(=O)[O-])=O)CCCCCCCCCCCC)C 2-(5-((4-((1,4-dimethylpiperidine-4-carbonyl)oxy)hexadecyl)oxy)-5-oxopentyl)propane-1,3-diyldioctanoate